ClC=1C=C(C=2N(C1)C(=NC2)CNC(=O)C=2C=NN(C2)CC=2N=C1N(C=C(C=C1)C1CC1)C2)F N-((6-chloro-8-fluoroimidazo[1,5-a]pyridin-3-yl)methyl)-1-((6-cyclopropylimidazo[1,2-a]pyridin-2-yl)methyl)-1H-pyrazole-4-carboxamide